2-amino-N-[(1R)-4-phenyl-1-(4,4,5,5-tetramethyl-1,3,2-dioxaborolan-2-yl)butyl]-3-thiazol-2-yl-propanamide hydrochloride Cl.NC(C(=O)N[C@@H](CCCC1=CC=CC=C1)B1OC(C(O1)(C)C)(C)C)CC=1SC=CN1